N-(2-(furan-2-yl)-5-((methylamino)methyl)phenyl)benzenesulfonamide O1C(=CC=C1)C1=C(C=C(C=C1)CNC)NS(=O)(=O)C1=CC=CC=C1